O[C@@H]1CC[C@H](CC1)C(=O)N(C1=CC(=CC=C1)N1CC(CC1)OC)C[C@@H]1CC[C@H](CC1)C1=CC(=C(C=C1)OC)C trans-4-Hydroxy-N-((trans-4-(4-methoxy-3-methylphenyl)cyclohexyl)methyl)-N-(3-(3-methoxypyrrolidin-1-yl)phenyl)cyclohexanecarboxamide